FC=1C=C(C=CC1OC1=NC=CC(=N1)C)C=1N=C(C2=C(N1)N(C(=C2)I)C)N (3-fluoro-4-((4-methylpyrimidin-2-yl)oxy)phenyl)-6-iodo-7-methyl-7H-pyrrolo[2,3-d]pyrimidin-4-amine